2-(4-(piperidin-1-yl)but-2-yn-1-yl)isoindoline-1,3-dione N1(CCCCC1)CC#CCN1C(C2=CC=CC=C2C1=O)=O